sodium sulphur isoamyl propionate (isopentyl propionate) C(CC(C)C)C(C(=O)[O-])C.C(CC)(=O)OCCC(C)C.[S+2].[Na+].C(CC(C)C)C(C(=O)[O-])C.C(CC(C)C)C(C(=O)[O-])C